5-ethyl 3-methyl 2-(dimethoxymethyl)-4-(3-fluoro-2-(1-fluoroethyl) phenyl)-6-methyl-1,4-dihydropyridine-3,5-dicarboxylate COC(C=1NC(=C(C(C1C(=O)OC)C1=C(C(=CC=C1)F)C(C)F)C(=O)OCC)C)OC